N-[2-fluoro-5-(hydroxymethyl)-4-methoxyphenyl]carbamic acid tert-butyl ester C(C)(C)(C)OC(NC1=C(C=C(C(=C1)CO)OC)F)=O